FC1(C(CN(CC1C)C1=C(C#N)C=C(C(=N1)NC1=CC2=C(N(C(N2CCC(C)(C)O)=O)C)C=C1)F)O)F 2-(4,4-Difluoro-3-hydroxy-5-methylpiperidin-1-yl)-5-fluoro-6-((3-(3-hydroxy-3-methylbutyl)-1-methyl-2-oxo-2,3-dihydro-1H-benzo[d]imidazol-5-yl)amino)nicotinonitrile